F[B-](F)(F)F.N1N=NC2=C1C=CC=C2 benzotriazole tetrafluoroborate